[Cl-].[Cl-].CC1(C=C(C=C1)C(CC)(CC)C)[Zr+2]C1(C=C(C=C1)C(CC)(CC)C)C bis(1-methyl-3-(3-methylpentan-3-yl)cyclopentadienyl)zirconium dichloride